(5-(4-Amino-5-(trifluoromethyl)pyrrolo[2,1-f][1,2,4]triazin-7-yl)-2-methylpyridin-3-yl)(3-((4-fluorophenyl)(hydroxy)methyl)piperidin-1-yl)methanon NC1=NC=NN2C1=C(C=C2C=2C=C(C(=NC2)C)C(=O)N2CC(CCC2)C(O)C2=CC=C(C=C2)F)C(F)(F)F